FC1(CCC(CC1)NC1=NC(=CC(=N1)C#N)C=1SC=C(N1)C)F 2-((4,4-difluorocyclohexyl)amino)-6-(4-methylthiazol-2-yl)pyrimidine-4-carbonitrile